CS(=O)C1=NC(=CC(=N1)C1=CN(C=C1)CC=1C=C(C#N)C=CC1)C(F)(F)F 3-((3-(2-(methylsulfinyl)-6-(trifluoromethyl)pyrimidin-4-yl)-1H-pyrrol-1-yl)methyl)benzonitrile